2-(3-{3-[(3-hydroxypropyl)amino]pyrrolidin-1-yl}-1,2,4-triazin-6-yl)-5-(1H-pyrazol-4-yl)phenol dihydrochloride Cl.Cl.OCCCNC1CN(CC1)C=1N=NC(=CN1)C1=C(C=C(C=C1)C=1C=NNC1)O